tert-butyl 7-iodo-2,3-dihydroimidazo[1,2-b]pyrazole-1-carboxylate IC1=C2N(N=C1)CCN2C(=O)OC(C)(C)C